4-(1-Bromoethyl)-2-chloro-6-methylpyridine BrC(C)C1=CC(=NC(=C1)C)Cl